ClC=1C=C(C=C(C1)Cl)C=1C=CC=C2C=C(COC12)C(=O)N[C@H]1CCOC2=CC=CC=C12 8-(3,5-Dichlorophenyl)-N-[(4S)-3,4-dihydro-2H-chromen-4-yl]-2H-chromen-3-carboxamide